N[C@H](CC1=CC=CC=C1)[C@@H](C[C@@H](CC1=CC=CC=C1)N)O (2R,3R,5R)-2,5-diamino-1,6-diphenylhexane-3-ol